2-methoxy-5-[2-(1,3-benzodioxolan-5-yl)ethyl]phenol COC1=C(C=C(C=C1)CCC1=CC2=C(OCO2)C=C1)O